(S)-7-(2-(3-morpholinoazetidin-1-yl)pyrimidin-5-yl)-4-phenyl-3,4-dihydro-1H-benzo[4,5]imidazo[2,1-c][1,4]oxazine O1CCN(CC1)C1CN(C1)C1=NC=C(C=N1)C1=CC2=C(N=C3COC[C@@H](N32)C3=CC=CC=C3)C=C1